3-(4-Morpholinyl)propyl 4-[2-(4-fluorophenyl)-4-oxo-1,3-thiazolidin-3-yl]-3-methylbenzoate FC1=CC=C(C=C1)C1SCC(N1C1=C(C=C(C(=O)OCCCN2CCOCC2)C=C1)C)=O